C[C@H]1NC[C@@H](NC1)CO ((2R,5R)-5-methylpiperazin-2-yl)methanol